(S)-5-oxopyrrolidine-1,2-dicarboxylic acid 1-tert-butyl 2-methyl ester COC(=O)[C@H]1N(C(CC1)=O)C(=O)OC(C)(C)C